3-hydroxy-N-(1-(4-((2-methoxyethoxy)methyl)phenyl)-2-oxo-2-((4-(trimethylsilyl)phenyl)amino)ethyl)-N-methyl-1,2-oxazole-5-carboxamide OC1=NOC(=C1)C(=O)N(C)C(C(NC1=CC=C(C=C1)[Si](C)(C)C)=O)C1=CC=C(C=C1)COCCOC